SCC(=O)OCCCCOC(CS)=O 1,4-butanediol bis(2-mercapto-acetate)